4-amino-2-methyl-2,3-dihydro-1H-isoindol-5-ol NC1=C2CN(CC2=CC=C1O)C